N-(3-hydroxy-1-(hydroxyamino)-1-oxobutan-2-yl)-1-((2-methyl-[1,1'-biphenyl]-3-yl)methyl)piperidine-4-carboxamide OC(C(C(=O)NO)NC(=O)C1CCN(CC1)CC=1C(=C(C=CC1)C1=CC=CC=C1)C)C